FC=1C=C(C(=O)C2=NC(=C(C#N)C=C2)C(F)(F)F)C=CC1OC(F)(F)F 6-(3-fluoro-4-(trifluoromethoxy)benzoyl)-2-(trifluoromethyl)nicotinonitrile